N1N=CC2=C(C=CC=C12)C=1N=C(C2=C(N1)C=C(S2)/C=C/C(=O)N2CCC(CC2)C)N2CCOCC2 (E)-3-(2-(4-indazolyl)-4-morpholino-6-thieno[3,2-d]pyrimidinyl)-1-(4-methyl-1-piperidinyl)-2-propen-1-one